1-ethyl-1,3-dimethylpyrrolidinium bromide [Br-].C(C)[N+]1(CC(CC1)C)C